[7-(tert-butoxycarbonylamino)-5-[tert-butoxycarbonyl-(2-fluoro-2-methyl-propyl)sulfamoyl]-3-cyclopropyl-7,8-dihydro-6H-cyclopenta[g]isoquinolin-1-yl]-trimethyl-ammonium C(C)(C)(C)OC(=O)NC1CC2=C(C(=C3C=C(N=C(C3=C2)[N+](C)(C)C)C2CC2)S(N(CC(C)(C)F)C(=O)OC(C)(C)C)(=O)=O)C1